N1(N=CC=C1)CC1(CC(=NO1)CNC(=O)C1=NC=CC2=CC=CC=C12)C(=O)OCC ethyl 5-((1H-pyrazol-1-yl)methyl)-3-((isoquinoline-1-carboxamido)methyl)-4,5-dihydroisoxazole-5-carboxylate